ClC1=CC=C(C=C)C=C1 (Z)-4-chloro-styrene